FC(CN1C(N(C2=NC=C(N=C21)N2CC1(CN(C1)C1=NC(=NC(=C1)C(F)(F)F)C)CC2)C)=O)F 3-(2,2-difluoroethyl)-1-methyl-5-(2-(2-methyl-6-(trifluoromethyl)pyrimidin-4-yl)-2,6-diazaspiro[3.4]octan-6-yl)-1,3-dihydro-2H-imidazo[4,5-b]pyrazin-2-one